4-(2-naphthyl)phenol C1=C(C=CC2=CC=CC=C12)C1=CC=C(C=C1)O